[N+](=O)([O-])C1=CC(=C(C#N)C=C1)CC=O 4-nitro-2-(2-oxoethyl)benzonitrile